COC=1C=C(C=CC1OC)C1=CC=NC=2N1N=C(C2)C(=O)N2CCOCC2 (7-(3,4-dimethoxyphenyl)pyrazolo[1,5-a]pyrimidine-2-yl)(morpholino)methanone